n-methyl-decahydroisoquinoline CN1CC2CCCCC2CC1